3-chloro-5-(2,6-difluorophenyl)-N-methyl-6H-pyrazolo[1,5-a][1,3,5]benzotriazepine-9-carboxamide ClC=1C=NN2C1N=C(NC1=C2C=C(C=C1)C(=O)NC)C1=C(C=CC=C1F)F